4-{6-[8-Cyclopentyl-6-(2-ethoxy-ethoxy)-7-oxo-7,8-dihydro-pyrido[2,3-d]pyrimidin-2-ylamino]-pyridin-3-yl}-piperazine-1-carboxylic acid tert-butyl ester C(C)(C)(C)OC(=O)N1CCN(CC1)C=1C=NC(=CC1)NC=1N=CC2=C(N1)N(C(C(=C2)OCCOCC)=O)C2CCCC2